butyl (2-(2,6-dioxopiperidin-3-yl)-1,3-dioxoisoindolin-4-yl)glycinate O=C1NC(CCC1N1C(C2=CC=CC(=C2C1=O)NCC(=O)OCCCC)=O)=O